2-chloro-N-(4-(2,4-difluorophenyl)pyridin-3-yl)pyrimidine-4-carboxamide ClC1=NC=CC(=N1)C(=O)NC=1C=NC=CC1C1=C(C=C(C=C1)F)F